3-(4-((R)-hydroxypropyl)pyrimidin-2-yl)imidazole OCCCC1=NC(=NC=C1)N1C=NC=C1